(1R,3S,5R)-2-(2-(3-acetyl-5-(2-(hydroxymethyl)pyrimidin-5-yl)-1H-indazol-1-yl)acetyl)-N-(6-bromo-4-methoxypyridin-2-yl)-5-methyl-2-azabicyclo[3.1.0]hexane-3-carboxamide C(C)(=O)C1=NN(C2=CC=C(C=C12)C=1C=NC(=NC1)CO)CC(=O)N1[C@@H]2C[C@@]2(C[C@H]1C(=O)NC1=NC(=CC(=C1)OC)Br)C